BrC=1C(=C(OCCCN2N=NC(=C2)C=O)C=CC1)Cl 1-(3-(3-Bromo-2-chlorophenoxy)propyl)-1H-1,2,3-triazole-4-carbaldehyde